FC1S(C2=C(CN(C1)C)C=CC(=C2)C(=O)OC)(=O)=O Methyl 2-fluoro-4-methyl-2,3,4,5-tetrahydrobenzo[f][1,4]thiazepine-8-carboxylate 1,1-dioxide